BrC1=CC=C(C=C1)C1=CC=C(C2=CC=CC=C12)C1=CC=CC=C1 1-(4-bromophenyl)-4-phenylnaphthalen